S(C#N)C1=CNC2=CC=C(C=C12)C#N 3-Thiocyano-1H-indole-5-carbonitrile